FC(S(=O)(=O)OC=1C=CC2=C(CCCN(C2=O)C[C@@H](CN2CC3=CC=CC=C3CC2)O)C1)(F)F [2-[(2R)-3-(3,4-Dihydro-1H-Isoquinolin-2-Yl)-2-Hydroxy-Propyl]-1-Oxo-4,5-Dihydro-3H-2-Benzazepin-7-Yl] Trifluoromethanesulfonate